7-bromo-3-[(Z)-4-(tert-butoxycarbonylamino)-2-fluoro-but-2-enyl]benzimidazol-5-carboxylic acid BrC1=CC(=CC2=C1N=CN2C/C(=C/CNC(=O)OC(C)(C)C)/F)C(=O)O